5-(8-((2S,2S)-2-(1-((2,2-difluorocyclopropyl)methyl)-1H-indazol-6-yl)cyclopropyl)imidazo[1,2-b]pyridazin-6-yl)pyrimidine-2,4(1H,3H)-dione FC1(C(C1)CN1N=CC2=CC=C(C=C12)[C@@H]1C(C1)C=1C=2N(N=C(C1)C=1C(NC(NC1)=O)=O)C=CN2)F